6-chloro-8-fluoro-quinolin-4-ol ClC=1C=C2C(=CC=NC2=C(C1)F)O